FC1=C(N(C=C1S(N[C@]1(CN(C[C@H]1CO)CC1=CC=C(C=C1)OC)C)(=O)=O)C)C(=O)NC1=CC(=C(C=C1)F)C cis-3-fluoro-N-(4-fluoro-3-methylphenyl)-4-(N-(4-(hydroxymethyl)-1-(4-methoxybenzyl)-3-methylpyrrolidin-3-yl)sulfamoyl)-1-methyl-1H-pyrrole-2-carboxamide